C(#N)C=1C=CC(=C2N=CC=NC12)N1C[C@@H](C[C@@H](C1)C)NC(=O)C1(CC1)CO N-[(3R,5S)-1-(8-cyanoquinoxalin-5-yl)-5-methylpiperidin-3-yl]-1-(hydroxymethyl)cyclopropane-1-carboxamide